C1(=CC=CC=C1)C(=CCN[C@H]1[C@@H](C1)C1=CC=CC=C1)C1=CC=CC=C1 (1R,2S)-N-(3,3-diphenylallyl)-2-phenylcyclopropanamine